N-propoxytrimethyl-ammonium methyl-2-((2-(4-((tert-butoxycarbonyl)amino)butyl)-4-fluorophenyl)amino)-4-(trifluoromethyl)benzoate COC(C1=C(C=C(C=C1)C(F)(F)F)NC1=C(C=C(C=C1)F)CCCCNC(=O)OC(C)(C)C)=O.C(CC)O[N+](C)(C)C